hydroxypropyltrimethylacetic acid OCCCCC(C(=O)O)(C)C